2-(4-(2-(5-chloropyridin-2-yl)-2-methylbenzo[d][1,3]dioxol-4-yl)-2,3,6-trifluorobenzyl)-1-(((S)-oxetan-2-yl)methyl)-1H-benzo[d]imidazole-6-carboxylic acid ClC=1C=CC(=NC1)C1(OC2=C(O1)C=CC=C2C2=C(C(=C(CC1=NC3=C(N1C[C@H]1OCC1)C=C(C=C3)C(=O)O)C(=C2)F)F)F)C